β-chlorocinnamonitrile ClC(=CC#N)C1=CC=CC=C1